C(C)(=O)N1CCN(CC1)C1CCN(CC1)C1=C(C=C(C(=C1)OC)NC1=NC=NC(=C1)N1OCC[C@@H]1C1=C(C(=CC=C1)F)Cl)NC(C=C)=O N-(2-(4-(4-acetylpiperazine-1-yl)piperidine-1-yl)-5-((6-((R)-3-(2-chloro-3-fluorophenyl)isoxazolidine-2-yl)pyrimidine-4-yl)amino)-4-methoxyphenyl)acrylamide